BrC1=CC=C2N=CC(=NC2=C1)C=1C(=NN(C1)CCCCCCNC(OC(C)(C)C)=O)C1CC1 tert-butyl (6-(4-(7-bromoquinoxalin-2-yl)-3-cyclopropyl-1H-pyrazol-1-yl)hexyl)carbamate